1,3-dihydroanthracene C1CCCC2=CC3=CC=CC=C3C=C12